N[C@@H](CC(=O)O)C(=O)O |r| racemic-L-aspartic acid